N1(CCCC1)C(=O)C=1N=C(OC1)C1C(C2CCC1O2)CC=CCCC(=O)O 6-[3-[4-[(1-pyrrolidinyl)-carbonyl]-2-oxazolyl]-7-oxabicyclo[2.2.1]hept-2-yl]-4-hexenoic acid